6-[5-(4-Chloro-2-hydroxy-6-methyl-phenyl)oxazolo[4,5-b]pyridin-2-yl]-1,5,7,8-tetrahydropyrido[4,3-d]pyrimidin-2-one ClC1=CC(=C(C(=C1)C)C1=CC=C2C(=N1)N=C(O2)N2CC1=C(NC(N=C1)=O)CC2)O